C(C)(C)(C)C=1C=CC(=C(C1)S(=O)(=O)NC(=O)C1=NC2=CC=CC(=C2C=C1)C1OCCC1)OC N-((5-(tert-butyl)-2-methoxyphenyl)sulfonyl)-5-(tetrahydrofuran-2-yl)quinoline-2-carboxamide